[Br-].C[N+](CC)(CC)CC Methyltriethylammonium bromide